2-iminopiperidine-HCl salt Cl.N=C1NCCCC1